ClC1=C(C=C(CN2C[C@@H](N(C[C@H]2C)C=2C=3N=C(N(C3N3C(N2)=NN=C3)C[C@H]3OCCC3)C)C)C=C1C(F)(F)F)F 4-((2S,5R)-4-(4-Chloro-3-fluoro-5-(trifluoromethyl)benzyl)-2,5-dimethylpiperazin-1-yl)-2-methyl-1-(((S)-tetrahydrofuran-2-yl)methyl)-1H-[1,2,4]triazolo[3,4-b]purine